2-amino-3-fluoro-7-(1-methyl-1H-pyrazol-4-yl)-6,7-dihydro-1,7-naphthyridin-8(5H)-one NC1=NC=2C(N(CCC2C=C1F)C=1C=NN(C1)C)=O